P(=O)([O-])([O-])[O-].[Zr+4].[Na+].[Si+4].P(=O)([O-])([O-])[O-].P(=O)([O-])([O-])[O-] silicon-sodium zirconium phosphate